FC=1C=C2C(=NC=NC2=CC1F)N1CC(CCC1)NS(=O)(=O)C N-(1-(6,7-DIFLUOROQUINAZOLIN-4-YL)PIPERIDIN-3-YL)METHANESULFONAMIDE